C(C)(C)(C)OC(NC1(CCC1)C1=NC=C(C=N1)C1=CC2=C(N=C3N2[C@H]2C4=C(C(N([C@@H]3C2)C([2H])([2H])[2H])=O)C=CC=C4C#CC)C=C1)=O tert-butyl(1-(5-((7R,14R)-6-(methyl-d3)-5-oxo-1-(prop-1-yn-1-yl)-5,6,7,14-tetrahydro-7,14-methanobenzo[f]benzo[4,5]imidazo[1,2-a][1,4]diazocin-11-yl)pyrimidin-2-yl)cyclobutyl)carbamate